CSC=1C=C(C(N)N)C=C(C1)SC 3,5-dimethylthio-toluenediamine